C(OC1=C(C=CC=C1)C1=C(C=C2CNC(C2=C1)=O)OCC=1N=C(SC1)C)([2H])([2H])[2H] 6-(2-(methoxy-d3)phenyl)-5-((2-methylthiazol-4-yl)methoxy)isoindolin-1-one